The molecule is a branched amino hexasaccharide made up from three galactose residues, two glucosamine residues and one glucose residue (at the reducing end); a constituent of human breast milk. It is an amino hexasaccharide and a glucosamine oligosaccharide. CC(=O)N[C@@H]1[C@H]([C@@H]([C@H](O[C@H]1OC[C@@H]2[C@@H]([C@@H]([C@H]([C@@H](O2)O[C@@H]3[C@H](OC([C@@H]([C@H]3O)O)O)CO)O)O[C@H]4[C@@H]([C@H]([C@@H]([C@H](O4)CO)O)O[C@H]5[C@@H]([C@H]([C@H]([C@H](O5)CO)O)O)O)NC(=O)C)O)CO)O[C@H]6[C@@H]([C@H]([C@H]([C@H](O6)CO)O)O)O)O